(E)-3-(2,2-difluorobenzo[d][1,3]dioxol-5-yl)-1-(4-(5-(dimethylphosphoryl)nicotinoyl)piperazin-1-yl)prop-2-en-1-one FC1(OC2=C(O1)C=CC(=C2)/C=C/C(=O)N2CCN(CC2)C(C2=CN=CC(=C2)P(=O)(C)C)=O)F